4-(((3R,4R)-1-(2-cyanoacetyl)-4-methylpiperidin-3-yl)(methyl)amino)-7H-pyrrolo[2,3-d]pyrimidine-7-carboxylic acid azepan-4-yl ester hydrochloride Cl.N1CCC(CCC1)OC(=O)N1C=CC2=C1N=CN=C2N(C)[C@H]2CN(CC[C@H]2C)C(CC#N)=O